1,1'-(((3-((5-((E)-2-(thiophen-2-yl)vinyl)-1H-pyrazol-1-yl)methoxy)propane-1,2-diyl)bis(oxy))bis(methylene))bis(3-((E)-2-(thiophen-2-yl)vinyl)-1H-pyrazole) S1C(=CC=C1)/C=C/C1=CC=NN1COCC(COCN1N=C(C=C1)\C=C\C=1SC=CC1)OCN1N=C(C=C1)\C=C\C=1SC=CC1